5-amino-2-(trifluoromethoxy)benzonitrile NC=1C=CC(=C(C#N)C1)OC(F)(F)F